CN(CCCNC(=O)C=1C=C(C=C(C(=O)NCCCN(CCCCCCCCC(=O)OC(CC)CCCCC)CCCCCCCCC(=O)OC(CC)CCCCC)C1)C(=O)NCCCN(CCCCCCCCC(=O)OC(CC)CCCCC)CCCCCCCCC(=O)OC(CC)CCCCC)C tetra(octan-3-yl) 9,9',9'',9'''-((((5-((3-(dimethylamino)propyl)carbamoyl)isophthaloyl)bis(azanediyl)) bis(propane-3,1-diyl))bis(azanetriyl))tetranonanoate